bis(2,2,6,6-tetramethyl-1-undecyloxopiperidin-4-yl)carbonate CC1(N(C(CC(C1=O)OC(OC1C(C(N(C(C1)(C)C)CCCCCCCCCCC)(C)C)=O)=O)(C)C)CCCCCCCCCCC)C